tris(trifluoromethanesulfonyl)carbon FC(S(=O)(=O)[C](S(=O)(=O)C(F)(F)F)S(=O)(=O)C(F)(F)F)(F)F